(2-(2,6-dioxo(3-piperidyl))-1,3-dioxoisoindolin-4-yl)methylpropionamide O=C1NC(CCC1N1C(C2=CC=CC(=C2C1=O)CC(C(=O)N)C)=O)=O